BrC=1C=C2C(=NC1)N(N=C2C(=O)C=2C(=C(C(=CC2)F)CS(=O)(=O)N)F)C2OCCN2 [3-[5-bromo-1-(oxazolidin-2-yl)pyrazolo[3,4-b]pyridine-3-carbonyl]-2,6-difluorophenyl]methanesulfonamide